2-methyl-1-tetradecanal CC(C=O)CCCCCCCCCCCC